Dipyrazino[2,3-F:2',3'-h]quinoxaline-2,3,6,7,10,11-hexacarbonitrile N1=C(C(=NC2=C1C=1N=C(C(=NC1C1=C2N=C(C(=N1)C#N)C#N)C#N)C#N)C#N)C#N